N1-(5-chloro-2-ethoxybenzyl)-2-methylpropane-1,2-diamine ClC=1C=CC(=C(CNCC(C)(N)C)C1)OCC